4-[3-hydroxyprop-1-enyl]-2-methoxyphenol OCC=CC1=CC(=C(C=C1)O)OC